OCC1CCC(CC1)N1N=C2C=NC(=CC2=C1)C1=NN2C(N=C(C=C2)N2[C@H]3CO[C@@H](C2)C3)=C1C(=O)N [2-[4-(hydroxymethyl)cyclohexyl]pyrazolo[3,4-c]pyridin-5-yl]-5-[(1R,4R)-2-oxa-5-azabicyclo[2.2.1]heptan-5-yl]pyrazolo[1,5-a]pyrimidine-3-carboxamide